6-(benzyloxy)-5,7-difluoro-1H-indazole C(C1=CC=CC=C1)OC1=C(C=C2C=NNC2=C1F)F